FC=1C=C2C(=CC=NC2=CC1)NC=1C=C(C(=O)NC2=CC(=CC=C2)NC2=CC=NC=C2)C=C(C1)C 3-((6-fluoroquinolin-4-yl)amino)-5-methyl-N-(3-(pyridin-4-ylamino)phenyl)benzamide